niobium titanium [Ti].[Nb]